tert-butyl (S)-3-acetamidopyrrolidine-1-carboxylate C(C)(=O)N[C@@H]1CN(CC1)C(=O)OC(C)(C)C